(R)-N-((5-(trifluoromethyl)pyridin-2-yl)methyl)-2,3-dihydro-1H-inden-1-amine FC(C=1C=CC(=NC1)CN[C@@H]1CCC2=CC=CC=C12)(F)F